COC=1C=C(C=CC1OC)C(C(=CC1=CNC2=CC=CC=C12)C)=O 1-(3,4-dimethoxyphenyl)-3-(1H-indol-3-yl)-2-methylpropan-2-en-1-one